trifluoromethyl tertiary butyl sulfone C(C)(C)(C)S(=O)(=O)C(F)(F)F